3-((4-chlorobenzyl)amino)-4-((3-fluoro-4-(5-(trifluoromethyl)-1,2,4-oxadiazol-3-yl)benzyl)amino)cyclobut-3-ene-1,2-dione ClC1=CC=C(CNC=2C(C(C2NCC2=CC(=C(C=C2)C2=NOC(=N2)C(F)(F)F)F)=O)=O)C=C1